BrC1=NN(C=C1C(=O)OCC)C ethyl 3-bromo-1-methyl-1H-pyrazole-4-carboxylate